di-p-tolyloxyisobutyl-phosphine bromide [Br-].C1(=CC=C(C=C1)OP(CC(C)C)OC1=CC=C(C=C1)C)C